CN(C)C1=NC2=C(C=C1)C=CC=C2 dimethylaminobenzopyridine